FC1=CC=C2C(=CC(N(C2=C1OCCNC[C@H]1CN(C(O1)=O)C1=NC2=C(OCC(N2)=O)N=C1)C)=O)C (S)-6-(5-(((2-((7-fluoro-1,4-dimethyl-2-oxo-1,2-dihydroquinolin-8-yl)oxy)ethyl)amino)methyl)-2-oxooxazolidin-3-yl)-2H-pyrazino[2,3-b][1,4]oxazin-3(4H)-one